C1(CCCCC1)P(C1=C(C=CC=C1C1=C(C=C(C=C1C(C)C)C(C)C)C(C)C)OC(C)C)C1CCCCC1 dicyclohexyl-[2-isopropoxy-6-(2,4,6-triisopropylphenyl)phenyl]phosphane